di(2-hexyloxyethyl) sebacate C(CCCCCCCCC(=O)OCCOCCCCCC)(=O)OCCOCCCCCC